2-(isothiazol-3-yl)ethyl methanesulfonate CS(=O)(=O)OCCC1=NSC=C1